C(C1=CC=CC=C1)C=1NC(=NN1)C(=O)NC1=NC=CC(=C1)C1=C(C=CC(=C1)OC)C 5-benzyl-N-(4-(5-methoxy-2-methylphenyl)pyridine-2-yl)-4H-1,2,4-triazole-3-formamide